benzyl 10-(((4-nitrophenoxy)carbonyl)oxy)decanoate [N+](=O)([O-])C1=CC=C(OC(=O)OCCCCCCCCCC(=O)OCC2=CC=CC=C2)C=C1